COC=1C=NC=C(C1)OCCOC 3-methoxy-5-(2-methoxyethoxy)pyridine